C(C)OC1=C(O[C@H]2CN(CCC2)C2=CN=CC(=N2)NC(=O)N2CCCC2)C=CC=C1 1-((6-((R)-3-(2-Ethoxyphenoxy)piperidin-1-yl)pyrazin-2-yl)carbamoyl)pyrrolidin